C(#CC#CC1=CC=C(C=C1)[C@H](C)NC(OC(C)(C)C)=O)C1=CC=C(C=C1)[C@H](C)NC(OC(C)(C)C)=O di-tert-butyl ((1S,1'S)-(buta-1,3-diyne-1,4-diylbis(4,1-phenylene)) bis(ethane-1,1-diyl))dicarbamate